1-(3,5-dichlorophenyl)-N-hydroxycyclopropane-1-carboximidamide ClC=1C=C(C=C(C1)Cl)C1(CC1)C(NO)=N